Cl.N=1N2C(=CC1C=1C=C(C(=NC1)N)O[C@@H](C)C1=NC=CC=C1)C1(CC2)CNCC1 5-[5',6'-dihydrospiro[pyrrolidine-3,4'-pyrrolo[1,2-b]pyrazol]-2'-yl]-3-[(1S)-1-(pyridin-2-yl)ethoxy]pyridin-2-amine-hydrochloride salt